FC1=C(C(=O)N)C=C(C(=C1)NC1=NC=C2N(C(N(C2=N1)C1COC(CC1)CO)=O)C)C 2-fluoro-4-((9-(6-(hydroxymethyl)tetrahydro-2H-pyran-3-yl)-7-methyl-8-oxo-8,9-dihydro-7H-purin-2-yl)amino)-5-methylbenzamide